FC=1OC(OC1F)(C(F)(F)F)C(F)(F)F Perfluoro-2,2-dimethyl-1,3-dioxol